FC1=CC=C(C=C1)C=1C=C2C(=CN=NC2=CC1)O 6-(4-fluorophenyl)-cinnolin-4-ol